C[SiH](N[SiH](C)C)C 1,1,3,3-tetramethyldisilazane